1-(2-(1-((3-ethylisoxazol-5-yl)methyl)-1H-1,2,4-triazol-5-yl)-5-fluorophenyl)ethan-1-ol C(C)C1=NOC(=C1)CN1N=CN=C1C1=C(C=C(C=C1)F)C(C)O